[N+](#[C-])C=1C=CC(=NC1)C=1C=C2C=C(C(N(C2=NC1)CCN1CCOCC1)=O)C(=O)NC1CC2(C1)CCC2 6-(5-isocyanopyridin-2-yl)-1-(2-morpholinoethyl)-2-oxo-N-(spiro[3.3]heptan-2-yl)-1,2-dihydro-1,8-naphthyridine-3-carboxamide